CC1COCCC1 3-methyltetrahydro-2H-pyran